Methyl 2-(7-bromo-3-methylimidazo[1,2-a]pyridin-2-yl)acetate BrC1=CC=2N(C=C1)C(=C(N2)CC(=O)OC)C